trimethylpropylammonium bis(trifluoromethanesulfonyl)imide salt [N-](S(=O)(=O)C(F)(F)F)S(=O)(=O)C(F)(F)F.C[N+](CCC)(C)C